C(CC)C1(COP(OC1)=S)CCC 5,5-dipropyl-1,3,2-dioxaphosphinane 2-sulfide